N-(6-(5-chloro-6-fluoro-7-methoxy-1H-indazol-4-yl)imidazo[1,2-a]pyridin-2-yl)-2-fluorocyclopropane-1-carboxamide ClC=1C(=C2C=NNC2=C(C1F)OC)C=1C=CC=2N(C1)C=C(N2)NC(=O)C2C(C2)F